(E)-4,4'-(diazene-1,2-diylbis(3,1-phenylene))bis(N-(4-(trifluoromethyl)phenyl)pyrimidin-2-amine) N(=N\C=1C=C(C=CC1)C1=NC(=NC=C1)NC1=CC=C(C=C1)C(F)(F)F)/C=1C=C(C=CC1)C1=NC(=NC=C1)NC1=CC=C(C=C1)C(F)(F)F